N-(5-(4-chlorobenzyl)thiazol-2-yl)-4-((2-(2,6-dioxopiperidin-3-yl)-1-oxoisoindolin-5-yl)oxy)benzamide ClC1=CC=C(CC2=CN=C(S2)NC(C2=CC=C(C=C2)OC=2C=C3CN(C(C3=CC2)=O)C2C(NC(CC2)=O)=O)=O)C=C1